O[C@@H]1C[C@@H]2N(C([C@@H](NC2=O)CC2=CC=C(C=C2)C(F)(F)F)=O)C1 (3S,7R,8aS)-7-hydroxy-3-(4-(trifluoromethyl)benzyl)hexahydropyrrolo[1,2-a]pyrazine-1,4-dione